(2-(((benzyloxy)carbonyl)amino)ethyl)-1H-pyrazole-3,5-dicarboxylic acid diethyl ester C(C)OC(=O)C1=NN(C(=C1)C(=O)OCC)CCNC(=O)OCC1=CC=CC=C1